t-butyl (4-bromo-2-hydroxyphenyl)carbamate BrC1=CC(=C(C=C1)NC(OC(C)(C)C)=O)O